C(C1=CC=CC=C1)OC1=CC=C(C=C1)C[C@@H](C(=O)O)NC(=O)OC(C)(C)C (S)-3-[p-(benzyloxy)phenyl]-2-(tert-butoxycarbonylamino)propionic acid